FC1=C(C(O)=CC=C1)O 3-Fluorocatechol